[Al].O[C@@H]([C@@H](C)NC1=NC(=CC(=C1)C=1C=C(C=CC1C)NC(=O)N1C[C@@H](CC1)CC(F)(F)F)N1CCOCC1)C (3S)-N-[3-(2-[[(2R,3R)-3-hydroxybutan-2-yl]amino]-6-(morpholin-4-yl)pyridin-4-yl)-4-methylphenyl]-3-(2,2,2-trifluoroethyl)pyrrolidine-1-carboxamide aluminum